tert-Butyl 7-(3-((tert-butoxycarbonyl)(2-(dimethylamino)ethyl)amino)-6-chloro-1H-pyrazolo[4,3-c]pyridin-1-yl)-6-methoxy-2,3-dihydro-4H-benzo[b][1,4]oxazine-4-carboxylate C(C)(C)(C)OC(=O)N(C1=NN(C2=C1C=NC(=C2)Cl)C=2C(=CC1=C(OCCN1C(=O)OC(C)(C)C)C2)OC)CCN(C)C